C=1(C(=CC=CC1)C(=O)O)C.[NH4+] ammonium o-toluic acid